spiro[4.5]dec-8-ylmethanol C1CCCC12CCC(CC2)CO